2-(4-amino-phenyl)-1H-benzimidazole-5-carboxylic acid phenylamide C1(=CC=CC=C1)NC(=O)C1=CC2=C(NC(=N2)C2=CC=C(C=C2)N)C=C1